CC([C@@H](C(=O)OC)N(C(=O)OC(C)(C)C)C)(C)C Methyl (2S)-3,3-Dimethyl-2-[methyl-[(2-methylpropan-2-yl)oxycarbonyl]amino]butanoate